N1=C(C=CC=C1)[C@@H](C)OC1=C(C#N)C=CN=C1 (R)-3-(1-(pyridin-2-yl)ethoxy)isonicotinonitrile